NC=1C2=C(N=CN1)C(=NC(=C2)N2CC(C2)OC)C=2C(=C(C=CC2C)O)C (S)-3-(4-Amino-6-(3-methoxyazetidin-1-yl)pyrido[3,4-d]pyrimidin-8-yl)-2,4-dimethylphenol